2-(3,5-Dichloro-4-((4-methyl-2-(2-fluoropyridin-4-yl)quinolin-6-yl)oxy)phenyl)-3,5-dioxo-2,3,4,5-tetrahydro-1,2,4-triazine-6-carbonitrile ClC=1C=C(C=C(C1OC=1C=C2C(=CC(=NC2=CC1)C1=CC(=NC=C1)F)C)Cl)N1N=C(C(NC1=O)=O)C#N